C[C@H]1CNCC[C@@H]1OCC#CC1=CC=2N(C=C1)C(=CN2)N2C(NC(CC2)=O)=O 1-[7-[3-[[(3S,4S)-3-methyl-4-piperidinyl]oxy]prop-1-ynyl]imidazo[1,2-a]pyridin-3-yl]hexahydropyrimidine-2,4-dione